FC=1C(=C(C=CC1)C=1C=C2N3CCN(CC3CNC2=NN1)C(=O)OC(C)(C)C)O tert-butyl 4-(3-fluoro-2-hydroxy-phenyl)-1,5,6,8,12-pentazatricyclo[8.4.0.02,7]tetradeca-2,4,6-triene-12-carboxylate